(S)-6-(1-(5-((3,3-difluoroazetidin-1-yl)methyl)-7-((2-(methylamino)-1H-imidazol-1-yl)methyl)-1-oxo-3,4-dihydroisoquinolin-2(1H)-yl)ethyl)-4-ethoxynicotinonitrile FC1(CN(C1)CC1=C2CCN(C(C2=CC(=C1)CN1C(=NC=C1)NC)=O)[C@@H](C)C1=NC=C(C#N)C(=C1)OCC)F